ClC1=C(OCC(=O)NC=2C=C3C=CNC3=CC2)C=CC(=C1Cl)C(C(CC)=C)=O 2-(2,3-dichloro-4-(2-methylenebutanoyl)phenoxy)-N-(1H-indol-5-yl)acetamide